(E)-4-(1-((tert-butylsulfinyl)imino)ethyl)benzenesulfonamide C(C)(C)(C)S(=O)\N=C(/C)\C1=CC=C(C=C1)S(=O)(=O)N